C(#N)[C@H](CC1=CC=C(C=C1)C=1C=CC2=C(N(C(O2)=O)C)C1)NC(=O)[C@H]1OCC(CN(C1)C(=O)OC(C)(C)C)SC tert-butyl (2S)-2-(((S)-1-cyano-2-(4-(3-methyl-2-oxo-2,3-dihydrobenzo[d]oxazol-5-yl)phenyl)ethyl)carbamoyl)-6-(methylthio)-1,4-oxazepane-4-carboxylate